O[C@H]1C([N]CC1)=O (R)-3-hydroxy-1λ2-pyrrolidin-2-one